p-xylenediyl bis(3-(3-(2H-benzotriazol-2-yl)-4-hydroxyphenyl)propionate) N=1N(N=C2C1C=CC=C2)C=2C=C(C=CC2O)CCC(=O)OC2=C(C=CC(=C2OC(CCC2=CC(=C(C=C2)O)N2N=C1C(=N2)C=CC=C1)=O)C)C